3,3-Bis-(3-methyl-4-hydroxyphenyl)-2-oxo-2,3-dihydroindol CC=1C=C(C=CC1O)C1(C(NC2=CC=CC=C12)=O)C1=CC(=C(C=C1)O)C